C1(CCC1)N1C2CC(CC1CC2)N2CCC(CC2)C=2C=C(C=1N(C2)C=C(N1)C1=CC=C(C=C1)S(=O)(=O)C)F 6-(1-(8-cyclobutyl-8-azabicyclo[3.2.1]octan-3-yl)piperidin-4-yl)-8-fluoro-2-(4-(methylsulfonyl)phenyl)imidazo[1,2-a]pyridine